ethyl-pyridyldisulfide C(C)SSC1=NC=CC=C1